NC(CC(=O)OCC)CC1=C(C=CC=C1)[N+](=O)[O-] ethyl 3-amino-4-(2-nitrophenyl)butanoate